CC1(O[C@H]2[C@H]([C@H](OC=C2)CO[Si](C(C)C)(C(C)C)C(C)C)O1)C (((3aR,4R,7aR)-2,2-dimethyl-3a,7a-dihydro-4H-[1,3]dioxolo[4,5-c]pyran-4-yl)methoxy)triisopropylsilane